methyl 5-chloro-3-[[(1S)-1-[2-(5-cyano-2-pyridyl)-1,2,4-triazol-3-yl]ethyl]amino]benzothiophene-7-carboxylate ClC=1C=C(C2=C(C(=CS2)N[C@@H](C)C=2N(N=CN2)C2=NC=C(C=C2)C#N)C1)C(=O)OC